N1C=C(C2=NC=CC=C21)CCNC=2C1=C(N=C(N2)Cl)SC=N1 N-(2-(1H-pyrrolo[3,2-b]pyridin-3-yl)ethyl)-5-chlorothiazolo[5,4-d]pyrimidin-7-amine